(S)-4-(4-((5-chloro-4-(8-fluoro-2-(2-hydroxypropan-2-yl)-3-methyl-3,4-dihydro-5-oxa-1,2a-diazaacenaphthylene-6-yl)pyrimidin-2-yl)amino)phenyl)morpholin-3-one ClC=1C(=NC(=NC1)NC1=CC=C(C=C1)N1C(COCC1)=O)C1=C2OC[C@@H](N3C(=NC(C(=C1)F)=C32)C(C)(C)O)C